tert-butyl 3-(cyanomethyl)-3-hydroxypiperidine-1-carboxylate C(#N)CC1(CN(CCC1)C(=O)OC(C)(C)C)O